F[C@H]1CN(CC[C@]1(O)C)C1=NC=CC(=N1)NC=1N=CC2=C(C=CC(=C2C1)[C@@H](CO)C)N1[C@@H]([C@H](C1)CS(=O)(=O)C)C (3S,4R)-3-fluoro-1-[4-({5-[(2S)-1-hydroxypropan-2-yl]-8-[(2R,3S)-3-(methanesulfonyl-methyl)-2-methylazetidin-1-yl]isoquinolin-3-yl}amino)pyrimidin-2-yl]-4-methyl-piperidin-4-ol